4-(2-(((2R,7aS)-2-fluorotetrahydro-1H-pyrrolizin-7a(5H)-yl)methoxy)-8-(6-methyl-5-(trifluoromethyl)-1H-indazol-4-yl)pyrido[4',3':4,5]thieno[2,3-d]pyrimidin-4-yl)morpholine F[C@@H]1C[C@@]2(CCCN2C1)COC=1N=C(C2=C(N1)SC1=C2C=CN=C1C1=C2C=NNC2=CC(=C1C(F)(F)F)C)N1CCOCC1